tert-butyl N-[4-[4-[[1-[4-[(2,6-dioxo-3-piperidyl)amino]phenyl]-4-piperidyl]amino]-1-piperidyl]phenyl]carbamate O=C1NC(CCC1NC1=CC=C(C=C1)N1CCC(CC1)NC1CCN(CC1)C1=CC=C(C=C1)NC(OC(C)(C)C)=O)=O